OCCNCCCN N-(2-hydroxyethyl)1,3-propanediamine